6-chloro-2-methyl-3-(3-(trifluoromethyl)phenyl)imidazo[1,2-b]Pyridazine ClC=1C=CC=2N(N1)C(=C(N2)C)C2=CC(=CC=C2)C(F)(F)F